C[C@@H]1C=C([C@@H](N1C(=O)OC)CO[C@@H]1CC[C@@H](CC1)C1=CC=CC=C1)C1=C(C=NN1C1OCCCC1)C Methyl (2R,5R)-5-methyl-3-(4-methyl-1-(tetrahydro-2H-pyran-2-yl)-1H-pyrazol-5-yl)-2-((((CIS)-4-phenylcyclohexyl)oxy)methyl)-2,5-dihydro-1H-pyrrole-1-carboxylate